C(C)(C)(C)N1N=CC(=C1)C(=O)NC1=C(C(=CC(=C1)F)B1OC(C(O1)(C)C)(C)C)C 1-(tert-butyl)-N-(5-fluoro-2-methyl-3-(4,4,5,5-tetramethyl-1,3,2-dioxaborolan-2-yl)phenyl)-1H-pyrazole-4-carboxamide